FC1=C(C=CC(=C1)F)S(=O)(=O)NC=1C(=NC=C(C1)C=1C=C2C(=CC=NC2=CC1)C1=CN=NC=C1)OC 2,4-difluoro-N-(2-methoxy-5-(4-(pyridazin-4-yl)quinolin-6-yl)pyridin-3-yl)benzenesulfonamide